2-(3-amino-8-(methylamino)pyrido[3,4-c]pyridazin-5-yl)-[1,2,4]triazolo[1,5-a]pyridin-6-ol NC1=CC2=C(N=N1)C(=NC=C2C2=NN1C(C=CC(=C1)O)=N2)NC